(7-(3-(5-methyl-1,2,4-oxadiazol-3-yl)-5-nitrophenyl)pyrazolo[1,5-a]pyridin-3-yl)(piperidin-1-yl)methanone CC1=NC(=NO1)C=1C=C(C=C(C1)[N+](=O)[O-])C1=CC=CC=2N1N=CC2C(=O)N2CCCCC2